1-(4-{4-[(5R)-5-(2,6-difluorophenyl)-4,5-dihydro-1,2-oxazol-3-yl]-1,3-thiazol-2-yl}piperidin-1-yl)-2-[5-methyl-3-(trifluoromethyl)-1H-pyrazol-1-yl]-ethanone FC1=C(C(=CC=C1)F)[C@H]1CC(=NO1)C=1N=C(SC1)C1CCN(CC1)C(CN1N=C(C=C1C)C(F)(F)F)=O